4-(2-(3-(3-oxa-8-azabicyclo[3.2.1]oct-8-yl)propoxy)-4-((1R,5S)-3,8-diazabicyclo[3.2.1]oct-3-yl)-5,8-difluoroquinazolin-7-yl)naphthalen-2-ol formate C(=O)OC1=CC2=CC=CC=C2C(=C1)C1=CC(=C2C(=NC(=NC2=C1F)OCCCN1C2COCC1CC2)N2C[C@H]1CC[C@@H](C2)N1)F